ClC=1N=NC(=C2C1COCC2)N[C@H]2[C@@H](CCCC2)NC(OC(C)(C)C)=O tert-butyl {(1R,2R)-2-[(4-chloro-7,8-dihydro-5H-pyrano[3,4-d]pyridazin-1-yl)amino]cyclohexyl}carbamate